P(=O)(OC1=C2C(CNC2=CC=C1)CCN(CC=C)CC=C)([O-])[O-] dihydro-3-(2-(diallylamino) ethyl)-1H-indol-4-yl phosphate